BrC1=CC=C(C(=O)[C@H]2[C@@H](C23C(C2=CC=CC=C2C3=O)=O)C3=CC=CC=C3)C=C1 (2S,3R)-2-(4-bromobenzoyl)-3-phenylspiro[cyclopropane-1,2'-indene]-1',3'-dione